FC1(CC(C1)NC(=O)C=1C=CC2=C(N(C(=N2)C2=C(C(=C(C(=C2)OC)O)O)F)C2(COC2)C)C1)F N-(3,3-difluorocyclobutyl)-2-(2-fluoro-3,4-dihydroxy-5-methoxyphenyl)-1-(3-methyloxetan-3-yl)-1H-benzo[d]imidazole-6-carboxamide